N-((5-chloro-1H-pyrazolo[4,3-b]pyridin-7-yl)methyl)-1-methylcyclopropan-1-amine ClC1=CC(=C2C(=N1)C=NN2)CNC2(CC2)C